3-(3-Hydroxyphenyl)-1-(4-hydroxyphenyl)prop-2-en-1-one OC=1C=C(C=CC1)C=CC(=O)C1=CC=C(C=C1)O